methyl 7-fluoro-4-oxo-1,2,3,4-tetrahydronaphthalene-2-carboxylate FC1=CC=C2C(CC(CC2=C1)C(=O)OC)=O